ClC=1C=2N(C(=C(C1)C(=O)OC)C=1C=NNC1)C(=NC2)C methyl 8-chloro-3-methyl-5-(1H-pyrazol-4-yl)imidazo[1,5-a]pyridine-6-carboxylate